4-(aminomethyl)-6-(5-(trifluoromethoxy)pyridin-3-yl)phthalazin-1(2H)-one NCC1=NNC(C2=CC=C(C=C12)C=1C=NC=C(C1)OC(F)(F)F)=O